BrC1=C(C=CC(=O)NC(=N)N)C=CC=C1 (2-Bromocinnamoyl)guanidine